tert-Butyl 4-[3-(1,3-dimethylpyrrolo[1,2-a]pyrazin-7-yl)-1,2,4-benzotriazin-7-yl]piperidine-1-carboxylate CC=1C=2N(C=C(N1)C)C=C(C2)C=2N=NC1=C(N2)C=CC(=C1)C1CCN(CC1)C(=O)OC(C)(C)C